4-[3-[4-[[(3S,4R)-3-fluoro-1-methyl-4-piperidyl]amino]-1-(2,2,2-trifluoroethyl)indol-6-yl]prop-2-ynylamino]-3-methoxy-N-methyl-benzamide F[C@H]1CN(CC[C@H]1NC1=C2C=CN(C2=CC(=C1)C#CCNC1=C(C=C(C(=O)NC)C=C1)OC)CC(F)(F)F)C